(5s,7s)-2-(difluoromethylsulfinyl)-7-fluoro-5-(4-fluorophenyl)-6,7-dihydro-5H-pyrrolo[1,2-b][1,2,4]triazole FC(S(=O)C=1N=C2N(N1)[C@@H](C[C@@H]2F)C2=CC=C(C=C2)F)F